2-(1-(3-chlorophenyl)-1H-pyrazol-3-yl)-N-(5-(trifluoromethyl)thiazol-2-yl)acetamide ClC=1C=C(C=CC1)N1N=C(C=C1)CC(=O)NC=1SC(=CN1)C(F)(F)F